(3S,4R)-1-(benzylsulfonyl)-3-((dimethylamino)methyl)-4-(3-hydroxyphenyl)piperidin-4-ol C(C1=CC=CC=C1)S(=O)(=O)N1C[C@@H]([C@@](CC1)(O)C1=CC(=CC=C1)O)CN(C)C